C(C)(C)(C)S(=O)(=O)C=1C=C(C=CC1)NC(=O)C1=NC=C(N=C1N1CCC2(CC2)CC1)NC(CO)(C)C N-(3-(tert-butylsulfonyl)phenyl)-5-((1-hydroxy-2-methylpropan-2-yl)amino)-3-(6-azaspiro[2.5]octan-6-yl)pyrazine-2-carboxamide